FC=1C(=CC(=C(C1)C1(CCC1)N)OCOC)OCOC 1-[5-fluoro-2,4-bis(methoxymethoxy)phenyl]cyclobutylamine